N-((3R,4S)-4-((7-(2,6-dichloro-3,5-dimethoxyphenyl)-5-(4-hydroxypiperidin-1-yl)-2,6-naphthyridin-3-yl)amino)tetra-hydrofuran-3-yl)acrylamide ClC1=C(C(=C(C=C1OC)OC)Cl)C1=NC(=C2C=C(N=CC2=C1)N[C@H]1[C@H](COC1)NC(C=C)=O)N1CCC(CC1)O